N-[(5-Chloro-2-methylphenyl)methyl]-1-(4-chlorophenyl)-5-oxopyrrolidin-3-carboxamid ClC=1C=CC(=C(C1)CNC(=O)C1CN(C(C1)=O)C1=CC=C(C=C1)Cl)C